O=C1N(CCC(N1)=O)C1=CC=C(N=N1)CN(C1CCN(CC1)C1=CC=C(C(=O)NC2=CC(=C(C=C2)C)NC2=NC=CC(=N2)C=2C=NC=CC2)C=C1)C 4-(4-(((6-(2,4-dioxotetrahydropyrimidin-1(2H)-yl)pyridazin-3-yl)methyl)(methyl)amino)piperidin-1-yl)-N-(4-methyl-3-((4-(pyridin-3-yl)pyrimidin-2-yl)amino)phenyl)benzamide